tert-butyl (2S,4RS)-4-(1-(2-(ethyl(isopropyl)carbamoyl)-4-fluorophenyl)-2-methyl-1H-pyrrolo[2,3-c]pyridine-3-carbonyl)-2-methylpiperidine-1-carboxylate C(C)N(C(=O)C1=C(C=CC(=C1)F)N1C(=C(C=2C1=CN=CC2)C(=O)[C@H]2C[C@@H](N(CC2)C(=O)OC(C)(C)C)C)C)C(C)C |&1:23|